(2S,5R)-5-(N-(allyloxy)-2-nitrophenylsulfonamido)-2-(((tert-butyldimethylsilyl)oxy)methyl)-3-methyl-5,6-dihydropyridine-1(2H)-carboxylic acid tert-butyl ester C(C)(C)(C)OC(=O)N1[C@@H](C(=C[C@H](C1)N(S(=O)(=O)C1=C(C=CC=C1)[N+](=O)[O-])OCC=C)C)CO[Si](C)(C)C(C)(C)C